C(C)(=O)N1[C@@H](CC(C1)O)CO N-(acetyl)-4-hydroxyprolinol